2-(2-methoxypyridin-3-yl)-9,9-dimethyl-8-oxo-2-azaspiro[4.5]decane-7-carbonitrile COC1=NC=CC=C1N1CC2(CC1)CC(C(C(C2)(C)C)=O)C#N